C(C)(C)(C)C=1C=C(C=CC1)C=1C=C2CC(C(C2=CC1F)NC(O[C@@H]1CN2CCC1CC2)=O)(C)C (S)-quinuclidin-3-yl (5-(3-(tert-butyl)phenyl)-6-fluoro-2,2-dimethyl-2,3-dihydro-1H-inden-1-yl)carbamat